O=C1NC(CCC1N1C(C2=CC=CC(=C2C1=O)CC12C(CC(C(C1O)O)C2)C(=O)N)=O)=O ((2-(2,6-dioxopiperidin-3-yl)-1,3-dioxoisoindolin-4-yl)methyl)-5,6-dihydroxybicyclo[2.2.1]heptane-2-carboxamide